N-([1,1'-Biphenyl]-3-yl)-N-(4-bromobenzyl)cyclohexanecarboxamide C1(=CC(=CC=C1)N(C(=O)C1CCCCC1)CC1=CC=C(C=C1)Br)C1=CC=CC=C1